3-(2-butyloctyloxy)phenylboronic acid pinacol ester C(CCC)C(COC=1C=C(C=CC1)B1OC(C)(C)C(C)(C)O1)CCCCCC